C(CCCCCCCCC(=O)O)(=O)O.C(CCC)(O)O Butanediol sebacate